5-(8-((1-(4-(5,7-dimethoxy-4-oxo-3,4-dihydroquinazolin-2-yl)phenyl)piperidin-4-yl)methyl)-3,8-diazabicyclo[3.2.1]octan-3-yl)-2-(2,6-dioxopiperidin-3-yl)-6-fluoroisoindoline-1,3-dione COC1=C2C(NC(=NC2=CC(=C1)OC)C1=CC=C(C=C1)N1CCC(CC1)CN1C2CN(CC1CC2)C=2C=C1C(N(C(C1=CC2F)=O)C2C(NC(CC2)=O)=O)=O)=O